2-(8-fluoro-3-(methoxymethoxy)naphthalen-1-yl)-4,4,5,5-tetramethyl-1,3,2-Dioxaborolane FC=1C=CC=C2C=C(C=C(C12)B1OC(C(O1)(C)C)(C)C)OCOC